3-((4-(3-chlorophenoxy)piperidin-1-yl)carbonyl)-1,5,7-trimethyl-1,5-dihydro-4H-pyrrolo[3,2-c]pyridin-4-one ClC=1C=C(OC2CCN(CC2)C(=O)C2=CN(C3=C2C(N(C=C3C)C)=O)C)C=CC1